ClC1=C(C=CC=2N(N=NC21)C)[C@H](CC(=O)OCC)C=2C=C(C1=C(C=CS1)C2)CO ethyl (3R)-3-(4-chloro-1-methyl-1H-benzotriazol-5-yl)-3-[7-(hydroxymethyl)-1-benzothiophen-5-yl]propanoate